C12(CC1)C(=O)OOC2=O cyclopropanedioyl peroxide